4-(((cis)-4-(4-cyanophenyl)cyclohexyl)thio)-1H-1,2,3-triazole-5-carboxylic acid C(#N)C1=CC=C(C=C1)[C@H]1CC[C@H](CC1)SC=1N=NNC1C(=O)O